(E)-3-[4-[(3R)-3-(tert-Butoxycarbonylamino)-4-(2,4,5-trifluorophenyl)butanoyl]-1-Methanesulfonyl-piperazin-2-yl]Acrylic acid ethyl ester C(C)OC(\C=C\C1N(CCN(C1)C(C[C@@H](CC1=C(C=C(C(=C1)F)F)F)NC(=O)OC(C)(C)C)=O)S(=O)(=O)C)=O